4,4'-bis(2-trifluoromethyl-3,4-dicarboxyphenoxy)biphenyl FC(C1=C(OC2=CC=C(C=C2)C2=CC=C(C=C2)OC2=C(C(=C(C=C2)C(=O)O)C(=O)O)C(F)(F)F)C=CC(=C1C(=O)O)C(=O)O)(F)F